10-methoxy-5,6-dihydro-[1,3]dioxolo[4,5-g]isoquinolino[3,2-a]isoquinolin-7-ium bromide [Br-].COC=1C=CC2=CC3=[N+](CCC4=CC5=C(C=C34)OCO5)C=C2C1